C(C1=CC=CC=C1)OCN1N=CC2=C(C1=O)C(=NN2C21CC(C2)C1)C 5-((benzyloxy)methyl)-1-(bicyclo[1.1.1]pentan-1-yl)-3-methyl-1,5-dihydro-4H-pyrazolo[3,4-d]pyridazin-4-one